[Cl-].C(CC)[N+](C)(C)C propyltrimethyl-ammonium chloride